copper eicosenoate C(C=CCCCCCCCCCCCCCCCCC)(=O)[O-].[Cu+2].C(C=CCCCCCCCCCCCCCCCCC)(=O)[O-]